mono-oxalic acid hydrate O.C(C(=O)O)(=O)O